C(N)(=O)[C@H]1N(CCN(C1)C1=NC=NC2=CC(=C(C=C12)C1=CC=C(C=C1)Cl)Cl)C(=O)OC(C)(C)C (S)-tert-Butyl 2-carbamoyl-4-(7-chloro-6-(4-chlorophenyl)quinazolin-4-yl)piperazine-1-carboxylate